3-methyl-4-(1-(methylsulfonyl)-6-(1H-pyrrolo[2,3-b]pyridin-4-yl)-1H-pyrrolo[3,2-c]pyridin-4-yl)morpholine CC1N(CCOC1)C1=NC(=CC2=C1C=CN2S(=O)(=O)C)C2=C1C(=NC=C2)NC=C1